5-(2-chloro-5-(trifluoromethyl)phenyl)-N-((3R,5S)-5-(methoxymethyl)pyrrolidin-3-yl)-1,3,4-oxadiazole-2-carboxamide TFA salt OC(=O)C(F)(F)F.ClC1=C(C=C(C=C1)C(F)(F)F)C1=NN=C(O1)C(=O)N[C@H]1CN[C@@H](C1)COC